ClC1=NC=C(C(=C1)N1C[C@H](CCC1)NC(OC(C)(C)C)=O)C=1C=NN(C1)CCOCOC tert-butyl (S)-(1-(2-chloro-5-(1-(2-(methoxymethoxy)ethyl)-1H-pyrazol-4-yl)pyridin-4-yl)piperidin-3-yl)carbamate